C(C)OC(C(F)(F)C1=CC(=C(C=C1)Cl)F)=O.ClCC(=O)NC1=CC=C(C=C1)OC1=CC=C(C=C1)C(F)(F)F 2-Chloro-N-(4-(4-(trifluoromethyl)phenoxy)phenyl)acetamide ethyl-2-(4-chloro-3-fluorophenyl)-2,2-difluoroacetate